3-(1-oxo-5-(6-(trifluoromethyl)-2-azaspiro[3.4]octane-2-carbonyl)isoindolin-2-yl)piperidine-2,6-dione O=C1N(CC2=CC(=CC=C12)C(=O)N1CC2(C1)CC(CC2)C(F)(F)F)C2C(NC(CC2)=O)=O